S1C(=NC2=C1C=CC=C2)C(=O)N2[C@@H](C1=C(CC2)NC=N1)C=1SC2=C(N1)C=CC=C2 (S)-benzo[d]thiazol-2-yl(4-(benzo[d]thiazol-2-yl)-6,7-dihydro-1H-imidazo[4,5-c]pyridin-5(4H)-yl)methanone